N-(pyridin-2-yl-methyl)-1,2-ethylenediamine N1=C(C=CC=C1)CNCCN